F[C@H]1C[C@H](N2N=C(N=C21)S)C2=CC=C(C=C2)F (5S,7S)-7-fluoro-5-(4-fluorophenyl)-6,7-dihydro-5H-pyrrolo[1,2-b][1,2,4]triazole-2-thiol